FCCCOCC1=CC=CC=C1 Fluoropropylbenzyl ether